COC1=NC=C(C=C1C1=C(C=CC=C1)S(=O)(=O)N)C1=CNC2=NC=CC=C12 (2-methoxy-5-(1H-7-azaindol-3-yl)pyridin-3-yl)benzenesulfonamide